CC1=C(C=CC=C1)P(C1=CC=CC=C1)C1=CC=CC=C1.[Br] bromine (methyl)triphenylphosphine